BrC1=C(C=C2NC(C(N(C2=C1)C1=C2C=CN(C2=CC=C1)S(=O)(=O)C1=CC=C(C)C=C1)=O)=O)Cl 7-Bromo-6-chloro-1-(1-tosyl-1H-Indole-4-yl)-1,4-dihydroquinoxaline-2,3-dione